[5-bromo-3-((S)-Methyl-2-methoxy-1-methyl-ethyl)-2,4-dioxo-3,4-dihydro-2H-pyrimidin-1-yl]-acetate BrC=1C(N(C(N(C1)CC(=O)[O-])=O)C(COC)(C)C)=O